3-(6-(4-Acetylpiperazin-1-yl)pyridin-2-yl)imidazo[1,2-a]pyrazine-6-carboxamide C(C)(=O)N1CCN(CC1)C1=CC=CC(=N1)C1=CN=C2N1C=C(N=C2)C(=O)N